4-((S)-2-(2-((5-chloro-2-(3-oxopyrrolidin-1-yl)phenyl)amino)-2-oxoacetamido)-3-phenylpropionamido)benzoic acid ClC=1C=CC(=C(C1)NC(C(=O)N[C@H](C(=O)NC1=CC=C(C(=O)O)C=C1)CC1=CC=CC=C1)=O)N1CC(CC1)=O